NC1=NN(C2=NC(=CC(=C21)C2=CC=C(C=C2)N)N2C[C@@H]1N(CC2)C(CC1)=O)C (R)-2-(3-amino-4-(4-aminophenyl)-1-methyl-1H-pyrazolo[3,4-b]pyridin-6-yl)hexahydropyrrolo[1,2-a]pyrazin-6(2H)-one